Bis-(3-triethoxysilylpropyl)disulfide C(C)O[Si](CCCSSCCC[Si](OCC)(OCC)OCC)(OCC)OCC